ClC=1C=C(C=C(C1CC1=C(C(=C(C=C1)O)C(C)C)F)Cl)CC(=O)OC methyl 2-(3,5-dichloro-4-(2-fluoro-4-hydroxy-3-isopropylbenzyl)phenyl)acetate